COC=1C(=CC(=NC1)O[C@H]1CN([C@@H](CC1)C)C(=O)C1=C(C=CC=C1)N1N=CC=N1)C(=O)OC methyl 5-methoxy-2-{[(3R,6R)-6-methyl-1-{[2-(2H-1,2,3-triazol-2-yl)phenyl]carbonyl}piperidin-3-yl]oxy}pyridine-4-carboxylate